The molecule is a 7-[beta-D-apiofuranosyl-(1->6)-beta-D-glucopyranosyloxy]isoflavone having four methoxy substituents at the 2'-, 4'-, 5'- and 6-positions. It is a 7-[beta-D-apiofuranosyl-(1->6)-beta-D-glucopyranosyloxy]isoflavone and a member of 4'-methoxyisoflavones. COC1=CC(=C(C=C1C2=COC3=CC(=C(C=C3C2=O)OC)O[C@H]4[C@@H]([C@H]([C@@H]([C@H](O4)CO[C@H]5[C@@H]([C@](CO5)(CO)O)O)O)O)O)OC)OC